O=S1(CC(C=C1)NC(=O)C=1C=NC2=CC=CC=C2C1O)=O N-(1,1-Dioxido-2,3-dihydrothiophen-3-yl)-4-hydroxyquinoline-3-carboxamide